N[C@@H](C(=O)N1CC=CCC1C=1C=NC=CC1)CC1=CC=CC=C1 (2R)-2-amino-3-phenyl-1-(6-(pyridin-3-yl)-5,6-dihydropyridin-1(2H)-yl)propan-1-one